2-Aminononanoic acid NC(C(=O)O)CCCCCCC